1-(3-{[(2S)-1-methylpyrrolidin-2-yl]methoxy}pyridin-4-yl)methanamine CN1[C@@H](CCC1)COC=1C=NC=CC1CN